C(C)(C)(C)C1=CC(=CC(=C1O)C(C)(C)C)C 2,6-di-tertiary butyl-para-cresol